N1(N=CN=C1)C[C@H](C)OC1=C(C#N)C=CC(=C1)C=1C=NC(=NC1)NC=1C(=NN(C1)C1CCC(CC1)N1CCOCC1)OCC(COC)C 2-(((S)-1-(1H-1,2,4-triazol-1-yl)propan-2-yl)oxy)-4-(2-((3-(3-methoxy-2-methylpropoxy)-1-((1r,4r)-4-morpholinocyclohexyl)-1H-pyrazol-4-yl)amino)pyrimidin-5-yl)benzonitrile